BrC1=CN=C(S1)S(=O)(=O)Cl 5-bromo-1,3-thiazole-2-sulfonyl chloride